N1N=NC=2C1=NC=CN2 [1,2,3]triazolo[4,5-b]pyrazine